N=1C=C(N2C1C=NC=C2)C2=C1CNC(C1=C(C=C2)NC2=NC(=C(C=C2)C2COCC2)CN2CC(C2)OC)=O 4-imidazo[1,2-a]pyrazin-3-yl-7-[[6-[(3-methoxyazetidin-1-yl)methyl]-5-tetrahydrofuran-3-yl-2-pyridyl]amino]isoindolin-1-one